CC1=NOC(=C1C1=NNC=C1NC(=O)C=1C=NN2C1N=CC=C2)C N-(3-(3,5-dimethylisoxazol-4-yl)-1H-pyrazol-4-yl)pyrazolo[1,5-a]pyrimidine-3-carboxamide